ClC=1C(=NC=2CN(CCC2C1)CC1=NC2=C(N1C[C@H]1OCC1)C(=C(C=C2)C(=O)O)F)OCC2=C(C=C(C=C2F)C#N)F ({3-chloro-2-[(4-cyano-2,6-difluorophenyl)methoxy]-5,6,7,8-tetrahydro-1,7-naphthyridin-7-yl}methyl)-7-fluoro-1-{[(2S)-oxetan-2-yl]methyl}-1H-1,3-benzodiazole-6-carboxylic acid